Cl.C(CC)(=S)O thiopropionate hydrochloride